fluoro-2-ureido-4[1H]-pyrimidinone FN1C(=NC(C=C1)=O)NC(=O)N